2-(3-isopropyl-3-azabicyclo[3.1.0]hexan-1-yl)-1-methyl-1H-indole C(C)(C)N1CC2(CC2C1)C=1N(C2=CC=CC=C2C1)C